CN1C(C=C(C=C1)C1=CC(=NO1)CNC)=O 1-methyl-4-(3-((methylamino)methyl)isoxazol-5-yl)pyridine-2(1H)-one